(S)-1-(2-(1-(4-(2-fluoro-3-methoxyphenoxy)phenyl)imidazo[1,5-a]pyrazin-3-yl)piperidin-1-yl)propan-2-en-1-one FC1=C(OC2=CC=C(C=C2)C=2N=C(N3C2C=NC=C3)[C@H]3N(CCCC3)C(C=C)=O)C=CC=C1OC